ClC1=C(C(=O)O)C=CC(=C1)NN 2-chloro-4-hydrazinobenzoic acid